C(CCC)[C@@]1(N(S(C2=C(N(C1)C1=CC=CC=C1)C=C(C(=C2)CSCC(=O)O)SC)(=O)=O)C)CC (S)-2-(((3-butyl-3-ethyl-2-methyl-7-(methylthio)-1,1-dioxido-5-phenyl-2,3,4,5-tetrahydro-1,2,5-benzothiadiazepin-8-yl)methyl)thio)acetic acid